N=1N(N=CC1)CC1=CC=C(C=2OC(OC(C21)=O)(C)C)C=C 5-((2H-1,2,3-triazol-2-yl)methyl)-2,2-dimethyl-8-vinyl-4H-benzo[d][1,3]dioxin-4-one